FC(CC1=CC2=C(S1)C=CC=C2)(F)F (2,2,2-trifluoroethyl)benzo[b]thiophen